OCCN(CCO)CCO tris-(2-hydroxyethyl)amine